ClC1=CC(=NC=N1)C(=O)NC[C@@H](CN1CC2=CC=CC=C2CC1)O (S)-6-chloro-N-(3-(3,4-dihydroisoquinolin-2(1H)-yl)-2-hydroxypropyl)pyrimidine-4-Formamide